(R)-8-Amino-4-((1-(3-(difluoromethyl)-2-fluorophenyl)ethyl)amino)-6-(1-(fluoromethyl)cyclopropyl)-2-methylpyrido[4,3-d]pyrimidine-7(6H)-one NC=1C(N(C=C2C1N=C(N=C2N[C@H](C)C2=C(C(=CC=C2)C(F)F)F)C)C2(CC2)CF)=O